2-(2,2,3,3-tetrafluorocyclobutyl)-N-(5,6,7-trifluoro-1-(1-methylcyclobutyl)-1H-benzo[d]imidazol-2-yl)acetamide FC1(C(CC1(F)F)CC(=O)NC1=NC2=C(N1C1(CCC1)C)C(=C(C(=C2)F)F)F)F